FC=1C=C(C=C(C1)F)CC(=O)Cl 3,5-difluorophenylacetyl chloride